C(C)OC(=O)C=1C=NC(=NC1)NCC1=CC(=CC(=C1)OC(F)(F)F)C1CC1 2-((3-cyclopropyl-5-(trifluoromethoxy)benzyl)amino)pyrimidine-5-carboxylic acid ethyl ester